C(C)(C)(C)[C@H]1C=2C=C(C(NC2C2=C(C1)N1C(=N2)C(=C(C=C1)OC)OC(F)F)=O)C(=O)O (S)-5-(tert-butyl)-11-(difluoromethoxy)-10-methoxy-2-oxo-1,2,5,6-tetrahydropyrido[2',1':2,3]imidazo[4,5-h]quinoline-3-carboxylic acid